6-chloro-2-(3,4-dimethoxyphenyl)-1H-pyrrolo[3,2-c]Pyridine ClC1=CC2=C(C=N1)C=C(N2)C2=CC(=C(C=C2)OC)OC